N[C@@H](CC(=O)OCC)C=1C=C(C=C(C1F)C)C1=C(C=C(C=C1C)OC)C (S)-ethyl 3-amino-3-(4-fluoro-4'-methoxy-2',5,6'-trimethylbiphenyl-3-yl)propanoate